NC1=C(C(NC2=C(C=CC=C12)C=1C=NC=CC1F)=O)C(=O)NCCC 4-amino-8-(4-fluoropyridin-3-yl)-2-oxo-N-propyl-1,2-dihydroquinoline-3-carboxamide